dinaphtho[2,1-d:1',2'-f][1,3,2]dioxaphosphepin-4-olate 4-oxide C1=CC=2OP(OC3=C(C2C=2C=CC=CC12)C1=CC=CC=C1C=C3)([O-])=O